(S)-1,2-propylenediaminetetra-acetamide C([C@H](C)N(CC(=O)N)CC(=O)N)N(CC(=O)N)CC(=O)N